8-(6-Cyclopropylpyridin-3-yl)-2-ethoxy-6-(2-methyl-2H-indazol-5-yl)-1,6-naphthyridin-7(6H)-one C1(CC1)C1=CC=C(C=N1)C=1C(N(C=C2C=CC(=NC12)OCC)C1=CC2=CN(N=C2C=C1)C)=O